1-(4-fluorophenyl)but-3-en-1-amine FC1=CC=C(C=C1)C(CC=C)N